N1CC(C1)CCC1CC[C@@]2(C3CC[C@@]4(C(CCC4C3[C@@H]([C@@H](C2C1)CO)O)=O)C)C (6S,7S,10R,13S)-3-(2-(azetidin-3-yl)ethyl)-7-hydroxy-6-(hydroxymethyl)-10,13-dimethyltetradecahydro-1H-cyclopenta[a]phenanthren-17(2H)-one